ClC1=C(C=CC=2C(=C3N(C12)CCNC3)C=3C=NNC3)Cl 6,7-dichloro-10-(1H-pyrazol-4-yl)-3,4-dihydro-1H-pyrazino[1,2-a]indol